O[C@H]1CN(CC1)C(=O)N[C@@H](C(=O)OCC1=CC=CC=C1)CC(=O)N1CCOCC1 benzyl (R)-2-((R)-3-hydroxypyrrolidine-1-carboxamido)-4-morpholino-4-oxobutanoate